trans-4-((3-(1-Isopropyl-1H-pyrazol-4-yl)phenyl)((trans-4-(5-methoxy-6-methylpyridin-2-yl)cyclohexyl)methyl)carbamoyl)cyclohexyl 3-(hydroxymethyl)azetidine-1-carboxylate OCC1CN(C1)C(=O)O[C@@H]1CC[C@H](CC1)C(N(C[C@@H]1CC[C@H](CC1)C1=NC(=C(C=C1)OC)C)C1=CC(=CC=C1)C=1C=NN(C1)C(C)C)=O